C(C)OP(OCC)(=O)C1=CC=C(C=C1)CCNC1=C(C=C(C=C1)C#N)N (4-(2-((2-amino-4-cyanophenyl)amino)ethyl)phenyl)phosphonic acid diethyl ester